CCCCN1C=C[N+](=C1)C.C[C@@H](C(=O)[O-])O 1-Butyl-3-methylimidazolium (L)-lactate